C(#N)C(C)(C)OCCC(C(=O)OC)(C)C1=CC(=CC=C1)I methyl 4-((2-cyanopropan-2-yl)oxy)-2-(3-iodophenyl)-2-methylbutanoate